tert-butyl 3-[2-ethyl-4-(tetramethyl-1,3,2-dioxaborolan-2-yl)benzamido]azetidine-1-carboxylate C(C)C1=C(C(=O)NC2CN(C2)C(=O)OC(C)(C)C)C=CC(=C1)B1OC(C(O1)(C)C)(C)C